potassium α-aminoisohexanoate NC(C(=O)[O-])CC(C)C.[K+]